C(CCC)OC(NC[C@H]1C[C@H]([C@@H]2OC(O[C@@H]21)(C)C)N2C=C(C1=C2N=C(N=C1N)Cl)I)=O Butyl-(((3aR,4R,6R,6aS)-6-(4-amino-2-chloro-5-iodo-7H-pyrrolo[2,3-d]pyrimidin-7-yl)-2,2-dimethyltetrahydro-4H-cyclopenta[d][1,3]dioxol-4-yl)methyl)carbamate